amino-β-phenylpropionic acid NC(C(=O)O)CC1=CC=CC=C1